C(C1=CC=CC=C1)(=O)N1[C@H](CN(CC1)CC=1C(=C(NC2=NN=C(O2)C(=O)N)C=C(C1)Cl)C)C 5-[3-[[(3S)-4-benzoyl-3-methyl-piperazin-1-yl]methyl]-5-chloro-2-methyl-anilino]-1,3,4-oxadiazole-2-carboxamide